CC1=CC=C2NC=3C=C(C=CC3C(C2=C1)(C)C)N1CCS(CC1)(=O)=O 4-(7,9,9-trimethyl-9,10-dihydroacridin-3-yl)thiomorpholine 1,1-dioxide